3-(4-(tert-butyl)piperidin-1-yl)-N-(3-(N-(tert-butyl)sulfamoyl)phenyl)-5-((1-hydroxy-2-methylpropan-2-yl)amino)pyrazine-2-carboxamide C(C)(C)(C)C1CCN(CC1)C=1C(=NC=C(N1)NC(CO)(C)C)C(=O)NC1=CC(=CC=C1)S(NC(C)(C)C)(=O)=O